ClC=1C=C2C(=NC(=NC2=C(C1C1=CC=CC=C1)F)OC[C@H]1N(CCC1)C)N1CC2CCC(C1)N2 6-chloro-4-{3,8-diazabicyclo[3.2.1]oct-3-yl}-8-fluoro-2-{[(2S)-1-methylpyrrolidin-2-yl]methoxy}-7-phenylquinazoline